C1(CCC1)S(=O)(=O)NC1=NC=CC(=N1)C(C(=O)NC1=NC=C(C=C1)C1=NC(=CN=C1)OCC)(C)C 2-(2-(cyclobutanesulfonamido)pyrimidin-4-yl)-N-(5-(6-ethoxypyrazin-2-yl)pyridin-2-yl)-2-methylpropanamide